N-[4-fluoro-5-[1-[5-(hydroxymethyl)pyrimidin-2-yl]-3,6-dihydro-2H-pyridin-4-yl]-2-[(3R,5S)-3,4,5-trimethylpiperazin-1-yl]phenyl]-6-oxo-4-(trifluoromethyl)-1H-pyridine-3-carboxamide FC1=CC(=C(C=C1C=1CCN(CC1)C1=NC=C(C=N1)CO)NC(=O)C1=CNC(C=C1C(F)(F)F)=O)N1C[C@H](N([C@H](C1)C)C)C